γ-glycidoxypropyl-vinyl-diethoxysilane (Z,E)-9,12-tetradecadien-1-yl-acetate C(CCCCCCC\C=C/C\C=C\C)CC(=O)O.C(C1CO1)OCCC[Si](OCC)(OCC)C=C